(S)-2-((4-(7-(4-chloro-2-fluorophenyl)-1-oxo-3,4-dihydroisoquinolin-2(1H)-yl)piperidin-1-yl)methyl)-1-(oxetan-2-ylmethyl)-1H-benzo[d]imidazole-6-carboxylic acid ClC1=CC(=C(C=C1)C1=CC=C2CCN(C(C2=C1)=O)C1CCN(CC1)CC1=NC2=C(N1C[C@H]1OCC1)C=C(C=C2)C(=O)O)F